tert-butyl 4-{[(4-{[6-(5-chloro-2-fluorophenyl)-3-methylpyridazin-4-yl] amino} pyridin-2-yl) carbamoyl] methyl}-1,4-diazacycloheptane-1-carboxylate ClC=1C=CC(=C(C1)C1=CC(=C(N=N1)C)NC1=CC(=NC=C1)NC(=O)CN1CCN(CCC1)C(=O)OC(C)(C)C)F